C(C)(C)(C)OC(=O)N1CCC2(CCCN2CC2=C(C(=CC=C2)Cl)C#CC(C(=O)OCC)(C)C)CC1 1-(3-chloro-2-(4-ethoxy-3,3-dimethyl-4-oxobut-1-yn-1-yl)benzyl)-1,8-diazaspiro[4.5]Decane-8-carboxylic acid tert-butyl ester